4-(2-methoxy-2-oxoethyl)azepane-1-carboxylic acid tert-butyl ester C(C)(C)(C)OC(=O)N1CCC(CCC1)CC(=O)OC